1-mesityl-4,5-dimethyl-3-(2,4,6-trimethylbenzyl)-imidazol-2-ylidenesilver (I) chloride C1(=C(C(=CC(=C1)C)C)N1C(N(C(=C1C)C)CC1=C(C=C(C=C1C)C)C)=[Ag-2]Cl)C